(4-chloro-5-ethylbenzo[d]isoxazol-3-yl)-5-ethyl-2-methoxybenzenesulfonamide ClC1=C(C=CC2=C1C(=NO2)C=2C(=C(C=C(C2)CC)S(=O)(=O)N)OC)CC